7-Fluoro-6-(4-(1-methylpiperidin-4-yl)phenyl)quinazolin-4(3H)-one FC1=C(C=C2C(NC=NC2=C1)=O)C1=CC=C(C=C1)C1CCN(CC1)C